OC1=CC=C(C2=C(C(=CC=C12)O)C)C 1,6-dihydroxy-4,5-dimethylnaphthalene